4-[ethoxybis(trimethylsiloxy)silyl]methylstyrene C(C)O[Si](O[Si](C)(C)C)(O[Si](C)(C)C)CC1=CC=C(C=C)C=C1